trans-3-((Cyclopropylmethyl)amino)-8-(((S)-hexahydropyrrolo[1,2-a]pyrazin-2(1H)-yl)methyl)-5-(4-hydroxycyclohexyl)pyrimido[4,5-c]isoquinolin-6(5H)-one C1(CC1)CNC=1N=CC2=C(N(C(C=3C=C(C=CC23)CN2C[C@H]3N(CC2)CCC3)=O)[C@@H]3CC[C@H](CC3)O)N1